OCC=1C=C(C=CC1OC)B(O)O 3-(hydroxymethyl)-4-methoxyphenyl-boronic acid